N,N'-bis(tert-butoxycarbonyl)guanidine Benzyl-4-{[1-(tert-butoxycarbonyl)-3,3-difluoropiperidin-4-yl]methyl}-2,3-dihydroindole-1-carboxylate C(C1=CC=CC=C1)C1N(C2=CC=CC(=C2C1)CC1C(CN(CC1)C(=O)OC(C)(C)C)(F)F)C(=O)O.C(C)(C)(C)OC(=O)NC(=N)NC(=O)OC(C)(C)C